ClC1=CC=C(C=N1)CN1C=CC=C2C1=NC(N(C2=O)CC(C(F)(F)F)(F)F)=O 8-((6-chloropyridin-3-yl)methyl)-3-(2,2,3,3,3-pentafluoropropyl)pyrido[2,3-d]pyrimidine-2,4(3H,8H)-dione